C(C)(C)C1=C(NC2=CC=C(C=C12)C1CCN(CC1)C(C[C@@H]1NCCC1)=O)C=1C=C(C(N(C1)C)=O)C (R)-5-(3-isopropyl-5-(1-(2-(pyrrolidin-2-yl)acetyl)piperidin-4-yl)-1H-indol-2-yl)-1,3-dimethylpyridin-2(1H)-one